(R)-N-methyl-3-phenyl-3-(o-tolyloxy)-propylamine hydrochloride Cl.CNCC[C@@H](OC1=C(C=CC=C1)C)C1=CC=CC=C1